NC=1C2=C(N=CN1)C(=NN2C2=CC=C(C(=O)NC1=NC=CC(=C1)C(F)(F)F)C=C2)C2CN(CCC2)C([C@@H](C)O)=O 4-(7-amino-3-(1-((R)-2-hydroxypropionyl)piperidin-3-yl)-1H-pyrazolo[4,3-d]pyrimidin-1-yl)-N-(4-(trifluoromethyl)pyridin-2-yl)benzamide